ICC\C=C\CCCCCCCC(OCCC)OCCC (3E)-1-iodo-12,12-dipropoxy-3-dodecene